CC=1C=C(C=C2C(NC(=NC12)C1=NC=CC(=C1)C(F)(F)F)=O)OCC1COCC1 8-methyl-6-(tetrahydro-furan-3-ylmethoxy)-2-(4-trifluoromethyl-pyridin-2-yl)-3H-quinazolin-4-one